C(C)(C)(C)OC(=O)N=[S@@](=O)(C=1C(=NC(=CC1)C)O[C@H]1C[C@H](CCC1)CCO[Si](C1=CC=CC=C1)(C1=CC=CC=C1)C(C)(C)C)N1[C@@H](CCC1)C(=O)[O-] ((S)-N-(tert-butoxycarbonyl)-2-(((1R,3R)-3-(2-((tert-butyldiphenylsilyl)oxy)ethyl)cyclohexyl)oxy)-6-methylpyridine-3-sulfonimidoyl)-L-prolinate